tert-butyl 3-(6-acetamido-1-(tetrahydro-2H-pyran-2-yl)-1H-pyrazolo[4,3-c]pyridin-3-yl)azetidine-1-carboxylate C(C)(=O)NC1=CC2=C(C=N1)C(=NN2C2OCCCC2)C2CN(C2)C(=O)OC(C)(C)C